Cl.COC=1C=C2C(=C3C(=NC2=CC1)CCCCC3)N 2-methoxy-6H,7H,8H,9H,10H-cyclohepta[b]quinoline-11-amine hydrochloride